ClC=1C=NC(=C(C(=O)NC2CCC(CC2)CN2C(N(C3=C2C=CC=C3)C=3C=NC(=CC3)N3CC(OCC3)CO)=O)C1)C 5-chloro-N-((1r,4r)-4-((3-(6-(2-(hydroxymethyl)morpholino)pyridin-3-yl)-2-oxo-2,3-dihydro-1H-benzo[d]imidazol-1-yl)methyl)cyclohexyl)-2-methylnicotinamide